[Si](C1=CC=CC=C1)(C1=CC=CC=C1)(C(C)(C)C)OCCCN1CC(C(C1)C(F)(F)F)NC(N(CC)[C@H](C)C1=NC=C(C(=C1)C=1N=C(C=2N(C1)C=CN2)Cl)OC)=O 3-(1-(3-((tert-butyldiphenylsilyl)oxy)propyl)-4-(trifluoromethyl)pyrrolidin-3-yl)-1-((R)-1-(4-(8-chloroimidazo[1,2-a]pyrazin-6-yl)-5-methoxypyridin-2-yl)ethyl)-1-ethylurea